N1(CCCCC1)[Si](C)(C)C Piperidinyl-trimethylsilane